ClC(CCCCCCCCCCCCCCCCC(=O)OC)(Cl)Cl methyl trichlorostearate